O=C1N(CCC(N1)=O)C1=CC=C(C=C1)C=1CCN(CC1)C(=O)OC(C)(C)C tert-butyl 4-(4-(2,4-dioxotetrahydropyrimidin-1(2H)-yl) phenyl)-3,6-dihydropyridine-1(2H)-carboxylate